NC1=C2C(N(C(C2=CC=C1)=O)C1C(N(C(CC1)=O)C(=O)OCCSSCCN=[N+]=[N-])=O)=O 2-((2-azidoethyl)disulfanyl)ethyl 3-(4-amino-1,3-dioxoisoindolin-2-yl)-2,6-dioxopiperidine-1-carboxylate